2,2'-((((((2,2'-dimethyl-[1,1'-biphenyl]-3,3'-diyl)bis(azanediyl))bis(carbonyl))bis(4-cyclopropylpyridine-6,3-diyl))bis(methylene))bis(azanediyl))bis(3-hydroxybutanoic acid) CC1=C(C=CC=C1NC(=O)C1=CC(=C(C=N1)CNC(C(=O)O)C(C)O)C1CC1)C1=C(C(=CC=C1)NC(=O)C1=CC(=C(C=N1)CNC(C(=O)O)C(C)O)C1CC1)C